(1R,2R,5S)-ethyl 8-((4-bromobenzyl)(methyl)carbamoyl)-3-(diphenylcarbamoyl)-3,8-diazabicyclo[3.2.1]octane-2-carboxylate BrC1=CC=C(CN(C(=O)N2[C@H]3[C@@H](N(C[C@@H]2CC3)C(N(C3=CC=CC=C3)C3=CC=CC=C3)=O)C(=O)OCC)C)C=C1